[Na].C(=O)(C(=O)O)CC(=O)OCC ethyl oxaloacetate sodium salt